NC1=NC=CC(=C1)N1C[C@@H](N(CC1)C(=O)OC(C)(C)C)C tert-butyl (2S)-4-(2-aminopyridin-4-yl)-2-methylpiperazine-1-carboxylate